ClC1=CC(=C(C=C1)C1=NOC(=C1C(O)C=1C=NC=CC1)C1=C(C=C(C=C1)F)F)F α-[3-(4-chloro-2-fluorophenyl)-5-(2,4-difluorophenyl)-4-isoxazolyl]-3-pyridinemethanol